N-(1-(3-chlorophenyl)-1H-pyrazol-4-yl)-8-fluoro-7-(7-fluoro-3-(methoxymethoxy)-8-((triisopropylsilyl)ethynyl)naphthalen-1-yl)-2-(methylsulfinyl)pyrido[4,3-d]pyrimidin-5-amine ClC=1C=C(C=CC1)N1N=CC(=C1)NC1=NC(=C(C=2N=C(N=CC21)S(=O)C)F)C2=CC(=CC1=CC=C(C(=C21)C#C[Si](C(C)C)(C(C)C)C(C)C)F)OCOC